C(CCCCC)C(CCCOC(CCCCCNCCCCCC(=O)OCCCC(CCCCCC)CCCCCC)=O)CCCCCC 4-hexyldecyl 6-[[6-(4-hexyldecoxy)-6-oxo-hexyl] amino]hexanoate